molybdenum-niobium [Nb].[Mo]